ClC1=NC(=CC(=C1)B(O)O)OC(C)C (2-chloro-6-propan-2-yloxypyridin-4-yl)boronic acid